Methyl 3-((N-(4-fluorobenzyl)thiophen-2-sulfonamido)ethynyl)-2-(1H-pyrrol-1-yl)benzoate FC1=CC=C(CN(S(=O)(=O)C=2SC=CC2)C#CC=2C(=C(C(=O)OC)C=CC2)N2C=CC=C2)C=C1